CC12OC3=C(C(NC(N1C=1C=C(C(=O)NCCC4=CC=C(C=C4)C)C=CC1)=O)C2)C=CC=C3OCC=3C=NC=CC3 3-(2-Methyl-4-oxo-10-(pyridin-3-ylmethoxy)-5,6-dihydro-2H-2,6-methanobenzo[g][1,3,5]oxadiazocin-3(4H)-yl)-N-(4-methylphenethyl)benzamid